COC(C([C@@H](CC1=CC=C(C=C1)F)NC([C@@H](C)OCC1=CC=CC=C1)=O)O)=O (3R)-3-((R)-2-(benzyloxy)propanamido)-4-(4-fluorophenyl)-2-hydroxybutyric acid methyl ester